isocyanato-propyltrimethoxysilane N(=C=O)CO[Si](OC)(OC)CCC